N(CCC(=O)O)CCC(=O)O 3,3'-Iminodipropionic acid